[Cl-].C(CCCCCCC\C=C/CCCCCCCC)OC(C[N+](C)(C)C)COCCCCCCCC\C=C/CCCCCCCC N-(2,3-dioleyloxypropyl)-N,N,N-trimethylammonium chloride